3-(4-(2-(4-(4-Chloro-3-(trifluoromethyl)phenyl)piperazin-1-yl)ethyl)-3-methyl-2-oxo-2,3-dihydro-1H-benzo[d]imidazol-1-yl)piperidine-2,6-dione ClC1=C(C=C(C=C1)N1CCN(CC1)CCC1=CC=CC=2N(C(N(C21)C)=O)C2C(NC(CC2)=O)=O)C(F)(F)F